7-phenyl-6-(3-(2-(trifluoromethylphenyl)phenyl)acryloyl)-4-oxa-6-azaspiro[2.4]heptan-5-one C1(=CC=CC=C1)C1N(C(OC12CC2)=O)C(C=CC2=C(C=CC=C2)C2=C(C=CC=C2)C(F)(F)F)=O